N,N-dimethyl-1-propanamine fluoride acetate C(C)(=O)[O-].[F-].CN(CCC)C